trimethylphosphonium dichloride [Cl-].[Cl-].C[PH+](C)C.C[PH+](C)C